4-(furo[3,2-c]pyridin-4-yl)-N-[1-(pyrimidin-2-yl)azetidin-3-yl]benzamide O1C=CC=2C(=NC=CC21)C2=CC=C(C(=O)NC1CN(C1)C1=NC=CC=N1)C=C2